BrC1=CC2=CN(N=C2C=C1OC1COCC1)C1CCOCC1 5-Bromo-2-(tetrahydro-2H-pyran-4-yl)-6-((tetrahydrofuran-3-yl)oxy)-2H-indazole